ClC=1C=C(NC2(CCC3([C@H](CC4=CC=CC=C34)C[C@H](COC3=CC=NC=4CCCC(C34)F)C)CC2)C(=O)O)C=CC1 (1r,2'S,4S)-4-(3-chloroanilino)-2'-{(2R)-3-[(5-fluoro-5,6,7,8-tetrahydroquinolin-4-yl)oxy]-2-methylpropyl}-2',3'-dihydrospiro[cyclohexane-1,1'-indene]-4-carboxylic acid